3-(1-oxo-5-((4-(2-phenylpyrimidin-5-carbonyl)piperazin-1-yl)methyl)isoindolin-2-yl)piperidine-2,6-dione O=C1N(CC2=CC(=CC=C12)CN1CCN(CC1)C(=O)C=1C=NC(=NC1)C1=CC=CC=C1)C1C(NC(CC1)=O)=O